(E)-4-(dimethylamino)-N-(9-oxo-2-(trifluoromethyl)-9H-indeno[2,1-d]pyrimidin-7-yl)but-2-enamide CN(C/C=C/C(=O)NC1=CC=2C(C=3N=C(N=CC3C2C=C1)C(F)(F)F)=O)C